methyl 1-(2-(4-(methoxycarbonyl)phenyl)-2-oxoethyl)-1H-pyrazole-5-carboxylate COC(=O)C1=CC=C(C=C1)C(CN1N=CC=C1C(=O)OC)=O